CC(C)NC(O[C@H]1C[C@H](CC1)C1=CC(=NN1)NC(CC1=CN=C(S1)OC)=O)=O (1R,3S)-3-(3-{[(2-methoxy-1,3-thiazol-5-yl)acetyl]amino}-1H-pyrazol-5-yl)cyclopentyl propan-2-ylcarbamate